7-Bromo-2H-benzo[e][1,3]thiazine BrC1=CC2=C(C=NCS2)C=C1